butyl N-({6-methoxy-5-[(4-methylpiperazin-1-yl)sulfonyl]-1,3-benzothiazol-2-yl}methyl)carbamate COC1=CC2=C(N=C(S2)CNC(OCCCC)=O)C=C1S(=O)(=O)N1CCN(CC1)C